3-[(2,5-dimethylphenyl)sulfanyl]-N-hydroxypyridine-4-carboximidamide CC1=C(C=C(C=C1)C)SC=1C=NC=CC1C(NO)=N